8-(cyclopropylmethyl)-6-(2,6-dichloro-3,5-dimethoxyphenyl)-2-(methylthio)pyrido[3,4-d]pyrimidine C1(CC1)CC1=NC(=CC2=C1N=C(N=C2)SC)C2=C(C(=CC(=C2Cl)OC)OC)Cl